ClC1=C(C=C(C=C1)C1=CC(=NC=C1)C(C(C)C)O)C[C@@H](C(=O)NC1=CC=C(C=C1)C1=NN=CN1C)NC(=O)C=1C(=NOC1)C N-[(1S)-1-[[2-chloro-5-[2-(1-hydroxy-2-methyl-propyl)-4-pyridyl]phenyl]methyl]-2-[4-(4-methyl-1,2,4-triazol-3-yl)anilino]-2-oxo-ethyl]-3-methyl-isoxazole-4-carboxamide